C(#N)N1C[C@@H](CC1)NS(=O)(=O)C1=CC=C(C=C1)C1=CC=CC=C1 (R)-N-(1-cyanopyrrolidin-3-yl)-[1,1'-biphenyl]-4-sulfonamide